COC(C(C)N1CCC(CC1)=O)=O 2-(4-Oxopiperidin-1-yl)propionic acid methyl ester